CC1=C(C=C(C(=O)NC=2C=NC=CC2)C=C1)S(NC1=CC=C(C=C1)C)(=O)=O 4-methyl-N-(pyridin-3-yl)-3-(N-(p-tolyl)sulfamoyl)benzamide